C1(CC1)C1=CC(=C(C=C1)N1N=C2CCN(C[C@H]3C2=C1CCN3C(=O)OC(C)(C)C)C(=O)OCC3=CC=CC=C3)C=O |o1:16| 7-benzyl 5-(tert-butyl) (R or S)-2-(4-cyclopropyl-2-formylphenyl)-3,4,5a,6,8,9-hexahydro-2H-1,2,5,7-tetraazabenzo[cd]azulene-5,7-dicarboxylate